butyl (5-bromonaphthalen-2-yl)carbamate BrC1=C2C=CC(=CC2=CC=C1)NC(OCCCC)=O